Tert-butyl N-[2-[2-[[1-(2,6-dioxo-3-piperidyl)-3-methyl-2-oxo-benzimidazol-5-yl]methylamino]-2-oxo-ethoxy]ethyl]carbamate O=C1NC(CCC1N1C(N(C2=C1C=CC(=C2)CNC(COCCNC(OC(C)(C)C)=O)=O)C)=O)=O